N1CC(C1)NS(=O)(=O)C1=CC(=C(C=C1)OCC)C1=NN2C(C(N1)=O)=C(N=C2CCC)C N-(azetidin-3-yl)-4-ethoxy-3-(5-methyl-4-oxo-7-propyl-3,4-dihydroimidazo[5,1-f][1,2,4]triazin-2-yl)benzenesulfonamide